2-(5-(((1R,2S,3S,5S)-2-fluoro-8-azabicyclo[3.2.1]octan-3-yl)(methyl)amino)pyrazin-2-yl)-5-(1H-pyrazol-4-yl)phenol F[C@H]1[C@H]2CC[C@@H](C[C@@H]1N(C=1N=CC(=NC1)C1=C(C=C(C=C1)C=1C=NNC1)O)C)N2